C(C)(C)(C)C1=CC=C(C=C1)C=1C=CC=C2C=CC=[N+](C12)[O-] 8-(4-tert-butylphenyl)quinoline-1-oxide